D-galactopyranosyl α-D-fructofuranoside OC[C@@]1(OC2[C@H](O)[C@@H](O)[C@@H](O)[C@H](O2)CO)[C@@H](O)[C@H](O)[C@H](O1)CO